CC1(C2CCC=3[C@@H]4CC[C@H]([C@@H](CCCC(C)C)C)[C@]4(CCC3[C@]2(CC[C@@H]1O)C)C)C 4,4-dimethylcholesta-8-en-3β-ol